(5R)-3-amino-2-[(3-bromo-2-fluorophenyl)methyl]-3-(hydroxymethyl)-5-methylpyrrolidine-1-carboxylic acid phenylmethyl ester C1(=CC=CC=C1)COC(=O)N1C(C(C[C@H]1C)(CO)N)CC1=C(C(=CC=C1)Br)F